FC1=CC=C(C=C1)C(=O)N1C(C2=C(CC1)N(C=N2)C2=NC(=NS2)C)C (4-fluorophenyl)(4-methyl-1-(3-methyl-1,2,4-thiadiazol-5-yl)-1,4,6,7-tetrahydro-5H-imidazo[4,5-c]pyridin-5-yl)methanone